C(C)OC(=O)C=1C=NC(=NC1)N(C)CC1=CC=2N=C(N=C(C2S1)N1CCOCC1)C1=CC(=C(C=C1)N)C(C)=O 2-{[2-(3-Acetyl-4-amino-phenyl)-4-morpholin-4-yl-thieno[3,2-d]pyrimidinylmethyl]-methyl-amino}-pyrimidine-5-carboxylic acid ethyl ester